C(C)SC1=NC(=CC(=C1C(=O)NCC1=CC(=CC=C1)F)C)N1C[C@@H](OCC1)C (2S)-2-Ethylsulfanyl-N-[(3-fluorophenyl)-methyl]-4-methyl-6-(2-methyl-morpholin-4-yl)-pyridine-3-carboxylic acid amide